α-diazo-4-methylphenyl-N,N-dimethylacetamide [N+](=[N-])=C(C(=O)N(C)C)C1=CC=C(C=C1)C